N-(4-[[(1S)-1-(4-chlorophenyl)-2-(pyrrolidin-1-yl)ethyl]carbamoyl]-1,2,3-thiadiazol-5-yl)-5-(trifluoromethyl)pyridine-3-carboxamide ClC1=CC=C(C=C1)[C@@H](CN1CCCC1)NC(=O)C=1N=NSC1NC(=O)C=1C=NC=C(C1)C(F)(F)F